1-(6-aminopyridin-3-yl)-3-[(1R)-2,2,2-trifluoro-1-(5-fluoro-3-methyl-1-benzofuran-2-yl)ethyl]urea NC1=CC=C(C=N1)NC(=O)N[C@@H](C(F)(F)F)C=1OC2=C(C1C)C=C(C=C2)F